3-((1R,3S)-1-amino-3-hydroxy-8-azaspiro[4.5]decan-8-yl)-6-((2,3-dichlorophenyl)thio)pyrazin-2(1H)-one N[C@@H]1C[C@H](CC12CCN(CC2)C=2C(NC(=CN2)SC2=C(C(=CC=C2)Cl)Cl)=O)O